BrC=1N(N=C2C=C(C=CC12)C1=CC(=CC=C1)OC)CC 3-bromo-2-ethyl-6-(3-methoxyphenyl)-2H-indazole